C(#N)C1=CC(=C(COC2=CC=CC(=N2)C2=CC(=C(CC3=NC4=C(N3CCOC)C=C(C=C4C=4C=NN(C4)CCN4CCOCC4)C(=O)O)C=C2F)F)C=C1)F 2-(4-(6-((4-cyano-2-fluorobenzyl)oxy)pyridin-2-yl)-2,5-difluorobenzyl)-1-(2-methoxyethyl)-4-(1-(2-morpholinoethyl)-1H-pyrazol-4-yl)-1H-benzo[d]imidazole-6-carboxylic acid